O=C([C@H](O)[C@@H](O)[C@H](O)[C@H](O)CO)[O-].[Mn+2].O=C([C@H](O)[C@@H](O)[C@H](O)[C@H](O)CO)[O-] manganese(II) gluconate